COC1=C(C=C2C(NC(S2)=O)=O)C=CC(=C1OC)OC (2,3,4-trimethoxybenzylidene)-2,4-thiazolidinedione